6-methyltetrahydro-2H-pyran-3-yl 2-hydroxyacetate OCC(=O)OC1COC(CC1)C